1-{4-(benzo[d][1,3]dioxan-5-yl)-2-methyl-5-[2-(4-methylpiperazin-1-yl)-7H-purin-8-yl]-1H-pyrrol-3-yl}ethan-1-one O1COCC2=C1C=CC=C2C=2C(=C(NC2C2=NC1=NC(=NC=C1N2)N2CCN(CC2)C)C)C(C)=O